4-((4,4-difluorocyclohexyl)methoxy)-5-fluoro-N-(4-morpholinophenyl)pyrimidin-2-amine FC1(CCC(CC1)COC1=NC(=NC=C1F)NC1=CC=C(C=C1)N1CCOCC1)F